(3-isopropylidene-2,2-dimethylcyclobutyl) methyl-2-methylbutyrate CC(C(=O)OC1C(C(C1)=C(C)C)(C)C)(CC)C